calcium magnesium sodium strontium barium [Ba].[Sr].[Na].[Mg].[Ca]